2-(4-(4-(4-methoxybenzenesulfonyloxy)cyclohexylmethyl)piperazin-1-yl)-6-(trifluoromethyl)-8-nitro-benzothiopyran-4-one COC1=CC=C(C=C1)S(=O)(=O)OC1CCC(CC1)CN1CCN(CC1)C=1SC2=C(C(C1)=O)C=C(C=C2[N+](=O)[O-])C(F)(F)F